di(2-t-butylphenyl) monophenyl phosphite P(OC1=C(C=CC=C1)C(C)(C)C)(OC1=C(C=CC=C1)C(C)(C)C)OC1=CC=CC=C1